4-oxopentenoic acid ethyl ester C(C)OC(C=CC(C)=O)=O